N1[C@H](CC1)CN1CCC2=C1N=NC(=C2)C2=C(C=C(C=C2C)C(F)(F)F)O (R)-2-(7-(azetidin-2-ylmethyl)-6,7-dihydro-5H-pyrrolo[2,3-c]pyridazin-3-yl)-3-methyl-5-(trifluoromethyl)phenol